N[C@@H]1[C@H]([C@@H]([C@H]([C@@H](C1)N)OC1OCC(C(C1O)NC)(O)C)O)O[C@H]1O[C@@H](CC[C@H]1N)[C@@H](C)NC 2-{[(1S,2S,3R,4S,6R)-4,6-diamino-3-{[(2R,3R,6S)-3-amino-6-[(1R)-1-(methylamino)ethyl]oxan-2-yl]oxy}-2-hydroxycyclohexyl]oxy}-5-methyl-4-(methylamino)oxane-3,5-diol